(R)-3-(((benzyloxy)carbonyl)amino)butanoic acid C(C1=CC=CC=C1)OC(=O)N[C@@H](CC(=O)O)C